(2-(benzyloxy)ethyl)(phenyl)sulfane tert-butyl-4-(6-(2,8-dimethylimidazo[1,2-b]pyridazin-6-yl)-4-oxothieno[3,2-d]pyrimidin-3(4H)-yl)piperidine-1-carboxylate C(C)(C)(C)OC(=O)N1CCC(CC1)N1C=NC2=C(C1=O)SC(=C2)C=2C=C(C=1N(N2)C=C(N1)C)C.C(C1=CC=CC=C1)OCCSC1=CC=CC=C1